O1CC(C1)C(=O)N1CCC(CC1)C1=C(C=CC=C1)C(F)(F)F Oxetan-3-yl-(4-(2-(trifluoromethyl)phenyl)piperidin-1-yl)methanone